C(C)(C)(C)OC(=O)N(C1=C(C=CC=C1)N1N=CC=C1C(=O)OC)C=1C=NC2=CC=CC=C2C1 Methyl 1-(2-(tert-butoxycarbonyl (quinolin-3-yl) amino) phenyl)-1H-pyrazole-5-carboxylate